1-(methylsulfonyl)spiro[indoline-3,4'-piperidine] CS(=O)(=O)N1CC2(CCNCC2)C2=CC=CC=C12